N-(6-Bromo-2-ethyl-7-methyl-imidazo[1,2-a]pyridin-3-yl)-N-methyl-formamide BrC=1C(=CC=2N(C1)C(=C(N2)CC)N(C=O)C)C